2-((8-amino-7-fluoro-6-(7-methyl-2-oxido-1,3-dihydroisothiazolo[4,3-b]pyridin-6-yl)isoquinolin-3-yl)amino)-6-methyl-5,6-dihydro-4H-pyrazolo[1,5-d][1,4]diazepin-7(8H)-one NC=1C(=C(C=C2C=C(N=CC12)NC1=NN2CC(N(CCC2=C1)C)=O)C=1C(=C2C(=NC1)CS(N2)=O)C)F